2-(7,8-difluoro-3-quinolyl)-4-[(4-fluorophenyl)methyl]-6,6-dimethyl-4,5-dihydro-1,3-oxazine FC1=CC=C2C=C(C=NC2=C1F)C=1OC(CC(N1)CC1=CC=C(C=C1)F)(C)C